(S)-1-(6-(2H-1,2,3-triazol-2-yl)-5-(trifluoromethyl)pyridin-3-yl)-3-(2-chloro-7-(1-methoxyethyl)pyrazolo[1,5-a]pyrimidin-6-yl)urea N=1N(N=CC1)C1=C(C=C(C=N1)NC(=O)NC=1C=NC=2N(C1[C@H](C)OC)N=C(C2)Cl)C(F)(F)F